CN1C(C(C2=CC=CC=C12)(C)C)=C 1,3,3-trimethyl-2-methylene-indoline